IC1=NN(C2=CC(=CC=C12)\C=C/1\C(NCC1C1=CC=CC=C1)=O)C1OCCCC1 (E)-3-((3-iodo-1-(tetrahydro-2H-pyran-2-yl)-1H-indazol-6-yl)methylene)-4-phenylpyrrolidin-2-one